2,4-dichloro-1,6-naphthyridine ClC1=NC2=CC=NC=C2C(=C1)Cl